O=C1C2CN(CC(C(O1)=O)C2)C(=O)OC(C)(C)C tert-butyl 2,4-dioxo-3-oxa-7-azabicyclo[3.3.1]nonane-7-carboxylate